7,8-dimethylimidazo[1,2-a]pyridine CC1=C(C=2N(C=C1)C=CN2)C